BrCCCCCCC1(C2=CC=CC=C2C=2C=CC(=CC12)C=1SC=C2OCCOC21)CCCCCCBr 5-(9,9-bis(6-bromohexyl)-9H-fluoren-2-yl)-2,3-dihydrothieno[3,4-b][1,4]dioxine